NC1=CC(=NC(=N1)SC)N1CC2CCC(C1)N2C(=O)OC(C)(C)C tert-Butyl 3-[6-amino-2-(methylsulfanyl)pyrimidin-4-yl]-3,8-diazabicyclo[3.2.1]octane-8-carboxylate